FC(C1=NN(C(=C1)S(=O)(=O)N1CCC2(CC(C2)N2CC3(COC3)C2)CC1)C)F 6-(7-((3-(difluoromethyl)-1-methyl-1H-pyrazol-5-yl)sulfonyl)-7-azaspiro[3.5]nonan-2-yl)-2-oxa-6-azaspiro[3.3]heptane